N(=[N+]=[N-])CC1N(CCN(C1)C(=O)OC(C)(C)C)C1=C(C(=O)OC)C=C(C(=C1)C(=O)OC)[N+](=O)[O-] dimethyl 2-(2-(azidomethyl)-4-(t-butoxycarbonyl) piperazin-1-yl)-5-nitroterephthalate